2-methyl-N-(4-(N-(1-(pyrrolidin-3-yl)ethyl)sulfamoyl)naphthalen-1-yl)benzamide CC1=C(C(=O)NC2=CC=C(C3=CC=CC=C23)S(NC(C)C2CNCC2)(=O)=O)C=CC=C1